3-[6-[3-[4-[(3R,5R)-5-[(5-chloro-1-methyl-6-oxo-pyridazin-4-yl)amino]-1-methyl-3-piperidyl]benzoyl]-3,9-diazaspiro[5.5]undecan-9-yl]-4-methyl-3-pyridyl]piperidine-2,6-dione ClC1=C(C=NN(C1=O)C)N[C@@H]1C[C@@H](CN(C1)C)C1=CC=C(C(=O)N2CCC3(CC2)CCN(CC3)C3=CC(=C(C=N3)C3C(NC(CC3)=O)=O)C)C=C1